3-(4-chlorophenyl)-1-[2-(2-methoxyphenyl)ethyl]urea ClC1=CC=C(C=C1)NC(NCCC1=C(C=CC=C1)OC)=O